(1S,2R)-2-phenylcyclohexanol C1(=CC=CC=C1)[C@@H]1[C@H](CCCC1)O